(3,3-difluoropyrrolidin-1-yl)-[6-(2,4-dimethoxypyrimidin-5-yl)-8-[(1S,2S)-2-(4-fluorophenyl)cyclopropyl]imidazo[1,2-b]pyridazin-2-yl]methanone FC1(CN(CC1)C(=O)C=1N=C2N(N=C(C=C2[C@@H]2[C@H](C2)C2=CC=C(C=C2)F)C=2C(=NC(=NC2)OC)OC)C1)F